3-hydroxy-2,2-dimethyl-propanal (E)-3,7-DIMETHYL-2,6-OCTADIENYL-PROPANOATE C\C(=C/COC(CC)=O)\CCC=C(C)C.OCC(C=O)(C)C